N[C@@H](CCC(=O)O)C(=O)N1CCN(CC1)C(C1=C(C=C(C=C1)NC=1C=2N(C=CN1)C(=CN2)C2=CC=C(C=C2)OC(F)F)C)=O (4S)-4-amino-5-[4-[4-[[3-[4-(difluoromethoxy)phenyl]imidazo[1,2-a]pyrazin-8-yl]amino]-2-methylbenzoyl]piperazin-1-yl]-5-oxopentanoic acid